(3S)-4-chloro-5-(2,6-difluorophenyl)-3-methyl-7-(trifluoromethyl)-1,3-dihydropyrido[3,4-e][1,4]diazepine-2-thione ClN1[C@H](C(NC2=C(C1C1=C(C=CC=C1F)F)C=C(N=C2)C(F)(F)F)=S)C